C(C)(C)NC(O[C@H]1C[C@H](CC1)C=1NN=C(C1)NC(=O)C=1N(N=C(C1)C1=C(C(=CC=C1F)O)C1OCCO1)C)=O (1R,3S)-3-(5-{5-[2-(1,3-dioxolan-2-yl)-6-fluoro-3-hydroxyphenyl]-2-methylpyrazole-3-amido}-2H-pyrazol-3-yl)cyclopentyl N-isopropylcarbamate